2,3-bis[amino[(2-aminophenyl)thio]methylene]butanedinitrile NC(SC1=C(C=CC=C1)N)=C(C#N)C(C#N)=C(SC1=C(C=CC=C1)N)N